[N+](=O)([O-])C1=CC2=C(C(NS2)=O)C=C1 6-nitro-1,2-benzisothiazolin-3-one